1,3-ditetradecyl-(toluene) C(CCCCCCCCCCCCC)C1(C)CC(=CC=C1)CCCCCCCCCCCCCC